(E)-2-(6,7-Difluoro-1-(4-(4-fluorophenoxy)benzylidene)-2-methyl-1H-inden-3-yl)acetic acid FC1=CC=C2C(=C(\C(\C2=C1F)=C/C1=CC=C(C=C1)OC1=CC=C(C=C1)F)C)CC(=O)O